tert-butyl 4-[4,5-dichloro-3-fluoro-2-(prop-2-en-1-yloxy)benzoyl]piperidine-1-carboxylate ClC1=C(C(=C(C(=O)C2CCN(CC2)C(=O)OC(C)(C)C)C=C1Cl)OCC=C)F